(2R,3S)-2-(((6-chloro-4-iodopyridin-3-yl)oxy)methyl)tetrahydrofuran-3-ol ClC1=CC(=C(C=N1)OC[C@H]1OCC[C@@H]1O)I